C(=O)(OCC1=CC=CC=C1)N[C@@H](CC1=CC=C(C=C1)O)C(=O)O carbobenzoxy-tyrosine